9-(4-chloro-2-fluoro-phenyl)-7-[(2S)-2-(1-cyclopropylpyrazol-4-yl)morpholin-4-yl]-2,3-dimethyl-pyrazino[1,2-a]pyrimidin-4-one ClC1=CC(=C(C=C1)C1=NC(=CN2C1=NC(=C(C2=O)C)C)N2C[C@@H](OCC2)C=2C=NN(C2)C2CC2)F